10-[2,3-di-(2-hydroxyethoxy)carbonylpropyl]-10-phosphaphenanthrene 10-oxide OCCOC(=O)C(CP1(CC2=CC=CC=C2C=2C=CC=CC12)=O)CC(=O)OCCO